ClC1=C(NC2=NC=NC3=CC(=C(C=C23)OC2CCN(CC2)C(C=C)=O)OC)C=CC(=C1)OC1=CC(=CC=C1)C=1OC(=NN1)C 1-{4-[(4-(2-Chloro-4-[3-(5-methyl-1,3,4-oxadiazol-2-yl)phenoxy]anilino)-7-methoxyquinazolin-6-yl)oxy]piperidin-1-yl}prop-2-en-1-one